2-(3H-1,2,3-triazol-4-ylmethoxy)ethanamine N1=NNC(=C1)COCCN